BrC1=CC(=C(C(=C1)C)CN1CCC(CC1)(C)OC(C)=O)C acetic acid [1-[(4-bromo-2,6-dimethyl-phenyl) methyl]-4-methyl-4-piperidinyl] ester